3-(5-(Tert-butylsulfanyl)-1-oxoisoindolin-2-yl)piperidine-2,6-dione C(C)(C)(C)SC=1C=C2CN(C(C2=CC1)=O)C1C(NC(CC1)=O)=O